3-bromo-2-chloro-5-(trifluoromethyl)pyridine BrC=1C(=NC=C(C1)C(F)(F)F)Cl